[O-2].[Mn+2].[Cu+2].[Fe+2].[O-2].[O-2] iron-copper-manganese oxide